C(CCCCCCC\C=C/CCCCCCCC)(=O)O.C(CC(C)O)O 1,3-Butylene Glycol Monooleate